C(CCCCCCC\C=C/C\C=C/CCCCC)(=O)OCC(CCCCCCCCC(=O)OC(CCCC)CCCC)COC(=O)OCCCN(CC)CC 2-((((3-(diethylamino)propoxy)carbonyl)oxy)methyl)-11-(nonan-5-yloxy)-11-oxoundecyl (9Z,12Z)-octadeca-9,12-dienoate